N,N'-bis-[3-(p-methoxyphenylsulphonyloxy)phenyl]urea COC1=CC=C(C=C1)S(=O)(=O)OC=1C=C(C=CC1)NC(=O)NC1=CC(=CC=C1)OS(=O)(=O)C1=CC=C(C=C1)OC